N=1C=NN2C1C=C(C=C2)OC2=CC(=C(C=C2C)NC2=NC=NC1=CC(=C(C=C21)OC2C1CN(C(C2)C1)C(C=C)=O)OC)OC 1-(5-((4-((4-([1,2,4]triazolo[1,5-a]pyridin-7-yloxy)-2-methoxy-5-Methylphenyl)amino)-7-methoxyquinazolin-6-yl)oxy)-2-azabicyclo[2.2.1]heptan-2-yl)prop-2-en-1-one